C1=C(C=CC=2C(C3=CC=CC=C3C(C12)=O)=O)S(=O)(=O)[O-].C(CCCCC)[P+](CCCCCCCCCCCCCC)(CCCCCC)CCCCCC (trihexyl-tetradecyl-phosphonium) (9,10-anthraquinone-2-sulfonate)